tert-butyl 3-((1-chloropyrido[3,4-d]pyridazin-4-yl)amino)piperidine-1-carboxylate ClC1=C2C(=C(N=N1)NC1CN(CCC1)C(=O)OC(C)(C)C)C=NC=C2